2-(2-chloro-6-fluorophenyl)-2-(6-chloropyridazin-3-yl)acetamide ClC1=C(C(=CC=C1)F)C(C(=O)N)C=1N=NC(=CC1)Cl